N=1C=NN2C1C=C(C=C2)OC2=C(C(=C(C=C2)NC=2C1=C(N=CN2)C=NC(=C1F)N1CCN(CC1)C(C=C)=O)F)C 1-(4-(4-((4-([1,2,4]triazolo[1,5-a]pyridin-7-yloxy)-2-fluoro-3-methylphenyl)amino)-5-fluoropyrido[3,4-d]pyrimidin-6-yl)piperazin-1-yl)prop-2-en-1-one